FC1=NC(NC=2C=NC=NC21)=O fluoropyrimidopyrimidone